S1C=NC=C1C1=CC=CC(=N1)N1CCN(CC1)C(=O)OC(C)(C)C tert-Butyl 4-(6-(thiazol-5-yl)pyridin-2-yl)piperazine-1-carboxylate